C(C=1C(C(=O)OC2CC(NC(C2)(C)C)(C)C)=CC=CC1)(=O)OC1CC(NC(C1)(C)C)(C)C bis-(2,2,6,6-tetramethyl-4-piperidyl) phthalate